6-(2,2-difluoroethoxy)-3-(piperidin-4-yl)pyrazolo[1,5-a]pyridine FC(COC=1C=CC=2N(C1)N=CC2C2CCNCC2)F